C=1N=CN2C1C1=CC=CC=C1C2C2(C1CN(CC2C1)S(=O)(=O)C)O 6-(5H-Imidazo[5,1-a]isoindol-5-yl)-3-(methylsulfonyl)-3-azabicyclo[3.1.1]heptan-6-ol